6-butyl-5-(ethyl-(phenyl)amino)-2,4-dihydroxynicotinic acid ethyl ester C(C)OC(C1=C(N=C(C(=C1O)N(C1=CC=CC=C1)CC)CCCC)O)=O